2-{4-[4-ethoxy-3-(1-methyl-7-oxo-3-propyl-6,7-dihydro-1H-pyrazolo[4,3-d]pyrimidin-5-yl)benzene-1-sulfonyl]piperazin-1-yl}ethyl 3-[(2S)-2,3-bis(nitrooxy) propoxy]propanoate [N+](=O)([O-])O[C@@H](COCCC(=O)OCCN1CCN(CC1)S(=O)(=O)C1=CC(=C(C=C1)OCC)C=1NC(C2=C(N1)C(=NN2C)CCC)=O)CO[N+](=O)[O-]